3,5-dimethyl-2-(11-morpholino-4-oxa-1,8,10,12-tetrazatricyclo[7.3.0.02,6]dodeca-2(6),7,9,11-tetraen-7-yl)phenol CC=1C(=C(C=C(C1)C)O)C=1C=2COCC2N2N=C(N=C2N1)N1CCOCC1